C1(CCCCC1)C1C(C1)C(=O)OCC ethyl 2-cyclohexylcyclopropane-1-carboxylate